2-Hydroxyimidazo[1,2-a]pyridine-3-carboxylic acid ethyl ester C(C)OC(=O)C1=C(N=C2N1C=CC=C2)O